(R)-2-(4-(2-hydroxy-8-(trifluoromethyl)-5H-benzopyrano[4,3-c]quinolin-5-yl)phenoxy)ethane-1,1-diol OC=1C=CC=2C3=C(C=NC2C1)C1=C(O[C@@H]3C3=CC=C(OCC(O)O)C=C3)C=C(C=C1)C(F)(F)F